(3R)-3-{[5-(2-chloro-5-fluorophenyl)-1-trityl-1H-indazol-3-yl]carbamoyl}piperidine-1-carboxylic acid tert-butyl ester C(C)(C)(C)OC(=O)N1C[C@@H](CCC1)C(NC1=NN(C2=CC=C(C=C12)C1=C(C=CC(=C1)F)Cl)C(C1=CC=CC=C1)(C1=CC=CC=C1)C1=CC=CC=C1)=O